COC=1N(C=C(N1)C)C(=O)NCCC1=CC=CC=C1 methoxy-4-methyl-N-phenethyl-1H-imidazole-1-carboxamide